(R)-2-(4-((2-chloro-4-((1-(3-nitro-5-(trifluoromethyl)phenyl)ethyl)amino)quinazoline-6-yl)amino)-2-methoxyphenyl)-N,N-dimethylacetamide ClC1=NC2=CC=C(C=C2C(=N1)N[C@H](C)C1=CC(=CC(=C1)C(F)(F)F)[N+](=O)[O-])NC1=CC(=C(C=C1)CC(=O)N(C)C)OC